(R)-(1-Bromo-8-methyl-3-(3-methyl-1,2,4-thiadiazol-5-yl)-5,6-dihydroimidazo[1,5-a]Pyrazin-7(8H)-yl)(4-chloro-3-fluorophenyl)methanone BrC=1N=C(N2C1[C@H](N(CC2)C(=O)C2=CC(=C(C=C2)Cl)F)C)C2=NC(=NS2)C